(2S,4R)-1-((S)-2-azido-3-methylbutanoyl)-4-hydroxy-N-((R)-2-hydroxy-1-(4-(pyrimidin-5-yl)phenyl)ethyl)pyrrolidine-2-carboxamide N(=[N+]=[N-])[C@H](C(=O)N1[C@@H](C[C@H](C1)O)C(=O)N[C@@H](CO)C1=CC=C(C=C1)C=1C=NC=NC1)C(C)C